CN(C/C=C/C(=O)NCC1CN(C=2N(C1)N=CC2)C2=CC=C(C=C2)C(F)(F)F)C (E)-4-(dimethylamino)-N-((4-(4-(trifluoromethyl)phenyl)-4,5,6,7-tetrahydropyrazolo[1,5-a]pyrimidin-6-yl)methyl)but-2-enamide